4-(2-oxoethyl)phenolate O=CCC1=CC=C(C=C1)[O-]